5-[bis(1-adamantyl)phosphino]-1',3',5'-triphenyl-1'h-[1,4']bipyrazole C12(CC3CC(CC(C1)C3)C2)P(C2=CC=NN2C=2C(=NN(C2C2=CC=CC=C2)C2=CC=CC=C2)C2=CC=CC=C2)C23CC1CC(CC(C2)C1)C3